2-Dicyclohexylphosphino-2,4,6-triisopropylbiphenyl C1(CCCCC1)P(C1(C(=C(C=C(C1)C(C)C)C(C)C)C1=CC=CC=C1)C(C)C)C1CCCCC1